4-(3-((7H-pyrrolo[2,3-d]pyrimidin-4-yl)amino)phenyl)-2-(thiazol-2-yl)but-3-yn-2-ol N1=CN=C(C2=C1NC=C2)NC=2C=C(C=CC2)C#CC(C)(O)C=2SC=CN2